N-(4-(((8-isopropyl-2-(oxetan-3-ylamino)pyrazolo[1,5-a][1,3,5]triazin-4-yl)amino)methyl)phenyl)propanamide C(C)(C)C=1C=NN2C1N=C(N=C2NCC2=CC=C(C=C2)NC(CC)=O)NC2COC2